1-(3-(5,7-Difluoro-2-(4-fluorophenyl)-1H-indol-3-yl)cyclobutyl)-N-methylmethanamine FC=1C=C2C(=C(NC2=C(C1)F)C1=CC=C(C=C1)F)C1CC(C1)CNC